Heptynediol C(C#CCCCC)(O)O